(Z)-6-((2,6-dimethylbenzyl)sulfonyl)-2-(4-methoxy-3-nitrobenzylidene)-2H-benzo[b][1,4]thiazin-3(4H)-one CC1=C(CS(=O)(=O)C2=CC3=C(S\C(\C(N3)=O)=C/C3=CC(=C(C=C3)OC)[N+](=O)[O-])C=C2)C(=CC=C1)C